N1(CC1)C[C@H](C1=CC(=CC=C1)Cl)N1C(C=C(C=C1)C1=CNC2=NC=C(C=C21)N2CCOCC2)=O (S)-1-(2-(aziridin-1-yl)-1-(3-chlorophenyl)ethyl)-4-(5-morpholinyl-1H-pyrrolo[2,3-b]pyridin-3-yl)pyridin-2(1H)-one